N[C@@H](CC(=O)NC)C (R)-3-amino-N-methylbutanamide